2-(3-chloro-2-cyclopropyl-phenyl)-2,2-difluoro-acetic acid ClC=1C(=C(C=CC1)C(C(=O)O)(F)F)C1CC1